CC(C)OC=1C=C(C=CC1)NS(=O)(=O)C1=CC=C(C=C1)NC(NCC=1C=NC=CC1)=O 3-(4-{[3-(propan-2-yloxy)phenyl]sulfamoyl}phenyl)-1-(pyridin-3-ylmethyl)urea